FC1=CC=C2C=CC=CC2=C1C 7-fluoro-8-methylnaphthalen